ClC1=C(C=CC=C1)[C@H](C)N(C=1C=NC(=NC1)C(=O)N[C@H](C)\C=C\S(=O)(=O)C)C 5-(((S)-1-(2-chlorophenyl)ethyl)(methyl)amino)-N-((R,E)-4-(methylsulfonyl)but-3-en-2-yl)pyrimidine-2-carboxamide